1-naphthylbenzeneboronic acid C1(=CC=CC2=CC=CC=C12)C1=C(C=CC=C1)B(O)O